Phenyl(pyridinyl)indolocarbazole C1(=CC=CC=C1)C=1C(=C2C(=CC1)N=C1C=CC3=C4C=CC=CC4=NC3=C12)C1=NC=CC=C1